ClC1=CC=CC(=N1)C1=NC(=NC(=N1)NC(C)C)NC1=CC(=NC=C1)C(F)(F)F (6-chloropyridin-2-yl)-N2-isopropyl-N4-(2-(trifluoromethyl)pyridin-4-yl)-1,3,5-triazine-2,4-diamine